ClC1=CC=C(C=C1)[C@H](C(C)C)N1C[C@@H](N(C[C@H]1C)C1=CC=2N(C3=C1N=C(N3C[C@H]3OCCC3)C)C=NN2)C 4-((2S,5R)-4-((S)-1-(4-chlorophenyl)-2-methylpropyl)-2,5-dimethylpiperazin-1-yl)-2-methyl-1-(((S)-tetrahydrofuran-2-yl)methyl)-1H-imidazo[4,5-e][1,2,4]triazolo[4,3-a]pyridine